5-Cyano-N-methyl-N-(2,2,2-trifluoro-1-(4-fluorophenyl)ethyl)pyridine-3-sulfonamide C(#N)C=1C=C(C=NC1)S(=O)(=O)N(C(C(F)(F)F)C1=CC=C(C=C1)F)C